5-ethyl-6-(2-(2-methyl-6-(trifluoromethyl)pyrimidin-4-yl)-2,8-diazaspiro[4.5]decan-8-yl)-1-(tetrahydro-2H-pyran-2-yl)-1,5-dihydro-4H-pyrazolo[3,4-d]pyrimidin-4-one C(C)N1C(=NC2=C(C1=O)C=NN2C2OCCCC2)N2CCC1(CCN(C1)C1=NC(=NC(=C1)C(F)(F)F)C)CC2